ClC1([C@H]([C@@H]1C1=CC(=CC(=C1)Cl)Cl)C(=O)NC=1C=CC(=C(C(=O)NC2=CC=C(C=C2)F)C1)F)Cl 5-((1R,3R)-2,2-dichloro-3-(3,5-dichlorophenyl)cyclopropane-1-carboxamido)-2-fluoro-N-(4-fluorophenyl)benzamide